C(C1=CC=CC=C1)OC(=O)N[C@@H](C(C)C)C(=O)ON1C(CCC1=O)=O 2,5-dioxopyrrolidin-1-yl ((benzyloxy)carbonyl)-L-valinate